(2-chloro-6-fluorophenyl)-3-methylbut-2-en-1-imine ClC1=C(C(=CC=C1)F)C(C=C(C)C)=N